chloro-5'-[6-chloro-2-(1H-tetrazol-5-yl)phenoxy]-1'H-spiro[cyclopentane-1,4'-quinazoline]-2'(3'H)-one ClN1C(NC2(C3=C(C=CC=C13)OC1=C(C=CC=C1Cl)C1=NN=NN1)CCCC2)=O